C(C)(C)(C)C=1C=CC(=C(C1)C1=CC=CC=C1)N1C(=NC=2C1=C1OC=3C=CC=CC3B3C1=C(C2)OC=2C=CC=CC23)C2=CC(=CC=C2)B2OC(C(O2)(C)C)(C)C 13-(5-(tert-butyl)-[1,1'-biphenyl]-2-yl)-12-(3-(4,4,5,5-tetramethyl-1,3,2-dioxaborolan-2-yl)phenyl)-13H-9,14-dioxa-11,13-diaza-4b-boracyclopenta[a]naphtho[3,2,1-de]anthracene